N-chloroacetyl-alanine ClCC(=O)N[C@@H](C)C(=O)O